COC=1C=C(C=C(C1OC)[Se]C)C(\C=C\C1=CC(=C(C(=C1)OC)OC)OC)=O (E)-1-(3,4-dimethoxy-5-(methylseleno)phenyl)-3-(3,4,5-trimethoxyphenyl)prop-2-en-1-one